3-amino-N-[(3R)-7-[(3S,4S)-4-amino-3-methoxy-3-methylpyrrolidin-1-yl]-3,4-dihydro-2H-1-benzopyran-3-yl]-6-methylthieno[2,3-b]pyridine-2-carboxamide NC1=C(SC2=NC(=CC=C21)C)C(=O)N[C@H]2COC1=C(C2)C=CC(=C1)N1C[C@]([C@H](C1)N)(C)OC